racemic-(R)-2-(4-chlorophenyl)-3-amino-1-propanesulfonic acid ClC1=CC=C(C=C1)[C@@H](CS(=O)(=O)O)CN |r|